2-[2-hydroxy-4-(2-hydroxy-3-dodecyloxypropoxy)phenyl]-4,6-bis(2,4-dimethyl-phenyl)-1,3,5-triazine OC1=C(C=CC(=C1)OCC(COCCCCCCCCCCCC)O)C1=NC(=NC(=N1)C1=C(C=C(C=C1)C)C)C1=C(C=C(C=C1)C)C